C12C(CC(C=C1)C2)CC[Si](OCC)(OCC)OCC (2-(bicyclo[2.2.1]hept-5-en-2-yl)ethyl)triethoxysilane